2-(3,5-difluoro-4-methoxyphenyl)-7-[(3S)-3-methylpiperazin-1-yl]-4H-pyrido[1,2-a]pyrimidin-4-one FC=1C=C(C=C(C1OC)F)C=1N=C2N(C(C1)=O)C=C(C=C2)N2C[C@@H](NCC2)C